COCC(C)OC=1OC2=C(N1)C=CC=C2 ((1-methoxypropan-2-yl)oxy)benzo[d]oxazole